CC1(OCC[C@@H](C1)C1=NC2=CC=C(C=C2C=C1)CN1C[C@H]([C@@H](C1)COC)OC=1C=C2CN(C(C2=CC1)=O)[C@@H]1C(NC(CC1)=O)=O)C (S)-3-(5-(((3S,4S)-1-((2-((S)-2,2-Dimethyltetrahydro-2H-pyran-4-yl)quinolin-6-yl)methyl)-4-(methoxymethyl)pyrrolidin-3-yl)oxy)-1-oxoisoindolin-2-yl)piperidine-2,6-dione